ClC1=C(C=C(C=C1)C(CNC(C)C)(C1=CC=CC=C1)F)C=1C(=CC=C(C1F)OCCOC)C(=O)N 2'-chloro-6-fluoro-5'-(1-fluoro-2-(isopropylamino)-1-phenylethyl)-5-(2-methoxyethoxy)-[1,1'-biphenyl]-2-carboxamide